(2-fluoro-4-(8,9,10,11-tetrahydro-3H-pyrazolo[4,3-a]phenanthridin-7-yl)phenyl)(4-(methylsulfonyl)piperazin-1-yl)methanone FC1=C(C=CC(=C1)C1=NC2=CC=C3C(=C2C=2CCCCC12)C=NN3)C(=O)N3CCN(CC3)S(=O)(=O)C